FC=1C=C2C(=CC=NC2=CC1)[C@H]1CC[C@H](CC1)C[C@@H](CC)C1=CC(=CC2=C1N=C(S2)N)OC ((R)-1-((cis)-4-(6-fluoroquinolin-4-yl)cyclohexyl)butan-2-yl)-6-methoxybenzo[d]thiazol-2-amine